2-sec-butylcyclohexanone C(C)(CC)C1C(CCCC1)=O